C1(=CC(=CC=C1)NC([C@H](CC(=O)O)NC(CS)=O)=O)NC([C@H](CC(=O)O)NC(CS)=O)=O (3S,3'S)-4,4'-(1,3-phenylenebis(azanediyl))bis(3-(2-mercaptoacetamido)-4-oxobutanoic acid)